2-(5-(cyclopropylmethyl)-3-(3'-fluoro-4'-methyl-[1,1'-biphenyl]-3-yl)-4-(3-fluoro-4-sulfamoylbenzyl)-1H-pyrazol-1-yl)thiazole-4-carboxylic acid C1(CC1)CC1=C(C(=NN1C=1SC=C(N1)C(=O)O)C=1C=C(C=CC1)C1=CC(=C(C=C1)C)F)CC1=CC(=C(C=C1)S(N)(=O)=O)F